O=C1N(C(CCC1N1C(N(C2=C1C=CC(=C2)N2CC(N(CC2)C(=O)OC(C)(C)C)(C)C)C)=O)=O)COCC[Si](C)(C)C tert-butyl 4-[1-(2,6-dioxo-1-{[2-(trimethylsilyl)ethoxy]methyl}piperidin-3-yl)-3-methyl-2-oxo-1,3-benzodiazol-5-yl]-2,2-dimethylpiperazine-1-carboxylate